cis-stilbene-oxide C1(=CC=CC=C1)C1C(C2=CC=CC=C2)O1